ClC1=CC=C(C=C1)CC1=NC2=CC=C(C=C2C(N1)=O)OC1=CC(=NC=C1)C=1C=NN(C1)C 2-[(4-chlorophenyl)methyl]-6-{[2-(1-methylpyrazol-4-yl)-4-pyridyl]oxy}-3H-quinazolin-4-one